(methylamino)pyridin-2-ylcyclohexane-1-carboxylic acid CNC1C(CCCC1)(C(=O)O)C1=NC=CC=C1